7-(Isoxazol-3-ylamino)-2-(((tetrahydro-2H-pyran-4-yl)thio)methyl)quinazolin-4(3H)-one O1N=C(C=C1)NC1=CC=C2C(NC(=NC2=C1)CSC1CCOCC1)=O